methyl 4,7-dimethoxy-benzo[b]thiophene-2-carboxylate COC1=CC=C(C=2SC(=CC21)C(=O)OC)OC